N-(4-trifluoromethylphenyl)-5-hydroxy-3-oxo-1-(6-(trifluoromethyl)pyridin-3-yl)-1,2,3,6-tetrahydropyridazine-4-carboxamide FC(C1=CC=C(C=C1)NC(=O)C=1C(NN(CC1O)C=1C=NC(=CC1)C(F)(F)F)=O)(F)F